C1(CC1)OC1=C(C(=C(C(=C1F)F)F)F)S(=O)(=O)N(C)C 2-cyclopropoxy-3,4,5,6-tetrafluoro-N,N-dimethylbenzenesulfonamide